3,5-di-tert-butyl-2-(chloromethyl)-4-hydroxybenzoic acid-2,4-di-tert-butylphenyl ester C(C)(C)(C)C1=C(C=CC(=C1)C(C)(C)C)OC(C1=C(C(=C(C(=C1)C(C)(C)C)O)C(C)(C)C)CCl)=O